4,6-dichloro-2-(2,5-dimethyl-1H-pyrrol-1-yl)pyrimidine ClC1=NC(=NC(=C1)Cl)N1C(=CC=C1C)C